(E)-2,4-difluoro-N-(2-methoxy-5-(4-(5-(4-oxopent-2-enoyl)-2,5-diazabicyclo[2.2.2]octan-2-yl)quinazolin-6-yl)pyridin-3-yl)benzenesulfonamide FC1=C(C=CC(=C1)F)S(=O)(=O)NC=1C(=NC=C(C1)C=1C=C2C(=NC=NC2=CC1)N1C2CN(C(C1)CC2)C(\C=C\C(C)=O)=O)OC